C(C)(C)OC(=O)C=1SC(=CC1)C=1C=NC=CC1 5-(pyridin-3-yl)thiophene-2-carboxylic acid isopropyl ester